S1C(=CC=C1)CCN1C(NN=C1)=O 4-[2-(thiophen-2-yl)ethyl]-2,4-dihydro-3H-1,2,4-triazol-3-one